FC1=C(C=CC(=C1)F)COC1=CC=2N(C=C1)N=C(C2C(=O)NC(C(=O)N)(CO)C)C 2-({5-[(2,4-difluorophenyl)methoxy]-2-methylpyrazolo[1,5-a]pyridin-3-yl}formamido)-3-hydroxy-2-methylpropanamide